ClC1=C(C(=CC=C1)Cl)CN1N=CC(=C1)NC(=O)C1=CN=C(S1)C=1OC=CC1 N-(1-(2,6-dichlorophenyl-methyl)-1H-pyrazol-4-yl)-2-(furan-2-yl)thiazole-5-carboxamide